5-amino-2-sulfamoyl-1,3,4-thiadiazole NC1=NN=C(S1)S(N)(=O)=O